2-(5-(2-(3-(trifluoromethoxy)phenyl)pyridin-4-yl)-1,2,4-oxadiazol-3-yl)pyrrolidine-1-carbonitrile FC(OC=1C=C(C=CC1)C1=NC=CC(=C1)C1=NC(=NO1)C1N(CCC1)C#N)(F)F